C(C)(C)(C)OC(=O)N1CC(OCC1)COC=1C(=NNC1NC(CCC1=CC(=C(C(=C1)F)F)F)=O)C1=CN=NC=C1.C(C)(C)(C)[Si](C)(C)OCC(=C)CI tert-butyl((2-(iodomethyl)allyl)oxy)dimethylsilane tert-butyl-2-(((3-(pyridazin-4-yl)-5-(3-(3,4,5-trifluorophenyl)propanamido)-1H-pyrazol-4-yl)oxy)methyl)morpholine-4-carboxylate